N1N=CN=C1 1H-[1,2,4]Triazol